methyl 2-(((tert-butoxycarbonyl)amino)methyl)-5-methyl-3-(trifluoromethyl)benzofuran-7-carboxylate C(C)(C)(C)OC(=O)NCC=1OC2=C(C1C(F)(F)F)C=C(C=C2C(=O)OC)C